FC1=CC=C(CCNC(CC=2SC(=CC2)C2=CC=CC=C2)=O)C=C1 N-(4-Fluorophenethyl)-2-(5-phenylthiophen-2-yl)acetamid